(4-(4-(dimethylamino)phenyl)-5-(2-((4-fluorobenzyl)oxy)-3-methoxyphenyl)-1-phenyl-4,5-dihydro-1H-1,2,4-triazol-3-yl)ethan-1-one CN(C1=CC=C(C=C1)N1C(=NN(C1C1=C(C(=CC=C1)OC)OCC1=CC=C(C=C1)F)C1=CC=CC=C1)C(C)=O)C